ClC1=CC=C(C=C1)C1(CNC1)NS(=O)(=O)C1=CC=C(C=C1)OC(F)(F)F N-[3-(4-chlorophenyl)azetidin-3-yl]-4-(trifluoromethoxy)benzenesulfonamide